cyclohexenyl α-cyanoacrylate C(#N)C(C(=O)OC1=CCCCC1)=C